1-[[8-[2-(4-pyridyl)pyrido[3,4-d]pyrimidin-4-yl]-2,8-diazaspiro[4.5]decan-2-yl]methyl]cyclobutanol N1=CC=C(C=C1)C=1N=C(C2=C(N1)C=NC=C2)N2CCC1(CCN(C1)CC1(CCC1)O)CC2